BrC1=C(COCC(=O)O)C=CC(=C1)F [(2-Bromo-4-fluorobenzyl)oxy]acetic acid